(1-(3-methoxy-2-(trifluoromethyl)phenyl)propyl)-2-methylpropane-2-sulfinamide COC=1C(=C(C=CC1)C(CC)CC(C)(S(=O)N)C)C(F)(F)F